(E)-(2,6-dimethoxy-4-(2-nitrovinyl)phenyl)(pentyl)sulfane COC1=C(C(=CC(=C1)\C=C\[N+](=O)[O-])OC)SCCCCC